C(C)OC(=O)C1=NN(C2=CC=CC(=C2C1=O)S(=O)C1CC1)C1=CC=C(C=C1)OC(F)(F)F.C(C)N(N)C1=CC(=CC=C1)C 1-ethyl-1-m-methyl-phenylhydrazine ethyl-5-cyclopropylsulfinyl-4-oxo-1-[4-(trifluoromethoxy)phenyl]cinnoline-3-carboxylate